C(C)OC(C(C)(C)OC1=CC=C(C2=C1N=C(O2)N2CC1N(C(C2)C1)C(=O)OC(C)(C)C)C=1SC=CN1)=O tert-Butyl 3-(4-((1-ethoxy-2-methyl-1-oxopropan-2-yl)oxy)-7-(thiazol-2-yl)benzo[d]oxazol-2-yl)-3,6-diazabicyclo[3.1.1]heptane-6-carboxylate